1-chloro-4-iodo-2-methylbenzene ClC1=C(C=C(C=C1)I)C